2-((4R/S-trans)-4-(m-tolyl)-2,3,3a,4,5,9b-hexahydrofuro[3,2-c]quinolin-8-yl)acetic acid C1(=CC(=CC=C1)[C@@H]1NC=2C=CC(=CC2C2C1CCO2)CC(=O)O)C |r|